2-ethyl-2-(hydroxymethyl)propane C(C)C(C)(C)CO